C1(CC1)[C@H](C(C)(C)O)N1C(C2=C(C=CC=C2C1)C1=CC=CC=2OC(OC21)(F)F)=O (R)-2-(1-cyclopropyl-2-hydroxy-2-methylpropyl)-7-(2,2-difluorobenzo[d][1,3]dioxol-4-yl)isoindolin-1-one